C(CC)C1OC(OC1)=O 4-propyl-1,3-dioxolan-2-one